COC=1C=C(C=C2C(=NC=NC12)NC(C)C1=NOC(=N1)C)C=1SC(=CN1)C 8-methoxy-N-(1-(5-methyl-1,2,4-oxadiazol-3-yl)ethyl)-6-(5-methylthiazol-2-yl)quinazolin-4-amine